5-[(4-bromobenzimidazol-1-yl)methyl]-1,3-dimethyl-benzimidazol-2-one BrC1=CC=CC=2N(C=NC21)CC2=CC1=C(N(C(N1C)=O)C)C=C2